N2-((R)-1-cyclopropylethyl)-N4-((1R,2S)-2-phenylcyclopropyl)-6-(6-(trifluoromethyl)pyridin-2-yl)-1,3,5-triazine-2,4-diamine C1(CC1)[C@@H](C)NC1=NC(=NC(=N1)N[C@H]1[C@@H](C1)C1=CC=CC=C1)C1=NC(=CC=C1)C(F)(F)F